4-Ethoxy-3,3-dimethyl-2H,3H,5H-benzo[g]indole-2,5-dione C(C)OC1=C2C(C(N=C2C2=C(C1=O)C=CC=C2)=O)(C)C